COC=1C=C2C(=CC=NC2=CC1OC)N1CCN(CCC1)S(=O)(=O)NC(OC(C)(C)C)=O Tert-butyl ((4-(6,7-dimethoxyquinolin-4-yl)-1,4-diazepan-1-yl)sulfonyl)carbamate